N[C@H]1[C@@H](CN(CC1)C1=C(C=NC2=CC=C(C=C12)C=1C(=C(C#N)C=CC1)O)C1=CC(=CC(=C1)F)F)F 3-{4-[(3R,4R)-4-Amino-3-fluoropiperidin-1-yl]-3-(3,5-difluorophenyl)chinolin-6-yl}-2-hydroxybenzonitril